5-(3-(carboxymethyl)-2,5-dihydroxybenzoylamino)-2-hydroxybenzoic acid C(=O)(O)CC=1C(=C(C(=O)NC=2C=CC(=C(C(=O)O)C2)O)C=C(C1)O)O